Pyridyl Boronate B(OC1=NC=CC=C1)[O-]